4-fluoro-2-methoxy-6-[6-(6-{[(2S)-1-(1H-1,2,4-triazol-1-yl)propan-2-yl]oxy}pyridin-2-yl)imidazo[1,2-b]pyridazin-3-yl]benzonitrile FC1=CC(=C(C#N)C(=C1)C1=CN=C2N1N=C(C=C2)C2=NC(=CC=C2)O[C@H](CN2N=CN=C2)C)OC